(2-Methyldisulfanyl-ethyl)amid CSSCC[NH-]